OCC1CCC(CC1)C=1SC2=C(N1)C=C(C(=C2)N2CC(=C1N2C=CC(=N1)N1[C@H]2CO[C@@H](C1)C2)C(=O)N)C(C)(C)O 1-N-[2-[4-(hydroxymethyl)cyclohexyl]-5-(1-hydroxy-1-methyl-ethyl)-1,3-benzothiazol-6-yl]-5-[(1R,4R)-2-oxa-5-azabicyclo[2.2.1]heptan-5-yl]pyrazolo[1,5-a]pyrimidine-3-carboxamide